(4-[dimethyl-(tert-butyl)silyl]-tetrafluorophenyl)gallium C[Si](C1=C(C(=C(C(=C1F)F)[Ga])F)F)(C(C)(C)C)C